O.Br(=O)O monobromite monohydrate